N1(CCCCC1)C(C(Br)(F)F)=O 1-(piperidin-1-yl)-2,2-difluoro-2-bromoethane-1-one